methylenebis[4-(1,1,3,3-tetramethylbutyl)-6-(2H-benzotriazol-2-yl)phenol] C(C1=C(C(=CC(=C1)C(CC(C)(C)C)(C)C)N1N=C2C(=N1)C=CC=C2)O)C2=C(C(=CC(=C2)C(CC(C)(C)C)(C)C)N2N=C1C(=N2)C=CC=C1)O